IC=1C=C(C=CC1)CN 1-(3-iodophenyl)methanamine